5-Chloro-3-ethynyl-1H-indole-2-carboxylic acid isopropyl ester C(C)(C)OC(=O)C=1NC2=CC=C(C=C2C1C#C)Cl